FC(C1=NN=C(O1)C1=CC=C(CN2N=NC(=C2)C=2C=C3C4(C(NC3=CC2)=O)CCCC4)C=C1)F 5'-(1-(4-(5-(difluoromethyl)-1,3,4-oxadiazol-2-yl)benzyl)-1H-1,2,3-triazol-4-yl)spiro[cyclopentane-1,3'-indoline]-2'-one